4-((2-oxo-2H-benzopyran-4-yl)amino)piperidine-1-carboxylic acid tert-butyl ester C(C)(C)(C)OC(=O)N1CCC(CC1)NC1=CC(OC2=C1C=CC=C2)=O